C(C)C(C[C@H](N)C(=O)O)C(=O)O.C(C#CC)N1CC(C1)NC1=CC(=C2CNC(C2=C1)=O)C1=CC=C(C=C1)OC1=CC=CC=C1 6-((1-(but-2-ynyl)azetidin-3-yl)amino)-4-(4-phenoxyphenyl)isoindolin-1-one γ-ethyl-L-glutamate